N(=[N+]=[N-])CCOCCOCCOCCNC(=O)C1=CC(=C(C=C1)NC(CI)=O)NC(CI)=O N,N'-(4-((2-(2-(2-(2-azidoethoxy)ethoxy)ethoxy)ethyl)carbamoyl)-1,2-phenylene)bis(2-iodoacetamide)